OCCCCC=CC(=O)OCC ethyl 7-hydroxyhept-2-enoate